C(C)(C)(C)OC(=O)N1C(CCC1)CO t-butoxycarbonyl-2-pyrrolidinemethanol